C1(=CC=CC=C1)C1=NN(N=C1)C(=O)N[C@@H](CCCCN)C(=O)O (4-Phenyl-2H-1,2,3-triazole-2-carbonyl)-L-lysine